6-(benzyloxy)-3,4-dihydro-2λ6,1,3-benzothiadiazine-2,2(1H)-dione C(C1=CC=CC=C1)OC=1C=CC2=C(CNS(N2)(=O)=O)C1